NC1=C(C=2C(=C3C=NN(C3=CC2)C)N1C1=C(C(=CC=C1C)OC)C)C(=O)N 2-amino-1-(3-methoxy-2,6-dimethylphenyl)-6-methyl-1,6-dihydropyrrolo[2,3-e]indazole-3-carboxamide